ClC=1C=C2C(C(N(C2=CC1)CC(C)C)=O)(CC(=O)C1=CC2=CC=CC=C2C=C1)O 5-chloro-3-hydroxy-1-isobutyl-3-(2-(naphthalen-2-yl)-2-oxoethyl)indolin-2-one